4''-(9H-carbazol-9-yl)-4-(3-methyl-9H-carbazol-9-yl)-5',6'-bis(4-(3-methyl-9H-carbazol-9-yl)phenyl)-4'-(pyridin-4-yl)-[1,1':2',1''-terphenyl]-3'-carbonitrile C1=CC=CC=2C3=CC=CC=C3N(C12)C1=CC=C(C=C1)C1=C(C(=C(C(=C1C#N)C1=CC=NC=C1)C1=CC=C(C=C1)N1C2=CC=CC=C2C=2C=C(C=CC12)C)C1=CC=C(C=C1)N1C2=CC=CC=C2C=2C=C(C=CC12)C)C1=CC=C(C=C1)N1C2=CC=CC=C2C=2C=C(C=CC12)C